F[C@H](C1(COC1)C=1C=C(C=CC1)N1C(C2=CC(=CC(=C2C1)C(F)(F)F)CN1[C@H]2CC(C[C@@H]1CC2)F)=O)C2=NN=CN2C 2-(3-(3-((R)-fluoro(4-methyl-4H-1,2,4-triazol-3-yl)methyl)oxetan-3-yl)phenyl)-6-(((1R,3R,5S)-3-fluoro-8-azabicyclo[3.2.1]octan-8-yl)methyl)-4-(trifluoromethyl)isoindolin-1-one